COC1=CC=C(OC(=O)C2=C(C=CC=C2)S(=O)(=O)NC(=O)C=2C=C(C(=O)O)C=CN2)C=C1 2-(((2-((4-methoxyphenoxy)carbonyl)phenyl)sulfonyl)carbamoyl)isonicotinic acid